CCCCCC/C=C\\CCCCCCCCCC(=O)SCCNC(=O)CCNC(=O)[C@@H](C(C)(C)COP(=O)([O-])OP(=O)([O-])OC[C@@H]1[C@H]([C@H]([C@@H](O1)N2C=NC3=C(N=CN=C32)N)O)OP(=O)([O-])[O-])O The molecule is an octadecenoyl-CoA(4-) obtained by deprotonation of the phosphate and diphosphate OH groups of (11Z)-octadecenoyl-CoA. It is an (11Z)-Delta(11)-fatty acyl-CoA(4-) and an octadecenoyl-CoA(4-). It is a conjugate base of an (11Z)-octadecenoyl-CoA.